N-(3-cyanopyridin-2-yl)-N-methyl-acrylamide C(#N)C=1C(=NC=CC1)N(C(C=C)=O)C